N-(5-cyclopentyl-3-fluoropyridin-2-yl)-2-{[4-(2-methoxyethyl)-4H-1,2,4-triazol-3-yl]sulfanyl}-5-nitrobenzamide C1(CCCC1)C=1C=C(C(=NC1)NC(C1=C(C=CC(=C1)[N+](=O)[O-])SC1=NN=CN1CCOC)=O)F